4'-(6-acryloyloxyhexyloxy)biphenyl-4-carboxylic acid C(C=C)(=O)OCCCCCCOC1=CC=C(C=C1)C1=CC=C(C=C1)C(=O)O